C(C1=CC=CC=C1)OC1=C(C(=CC=C1)F)C=1C=C(SC1C)C(=O)NC1=CC(=CC(=C1)S(=O)(=O)C)Cl 4-(2-(benzyloxy)-6-fluorophenyl)-N-(3-chloro-5-(methylsulfonyl)phenyl)-5-methylthiophene-2-carboxamide